(2S)-2-({[(9H-fluoren-9-yl)methoxy]carbonyl}amino)-3-(naphthalen-2-yl)propanoic acid C1=CC=CC=2C3=CC=CC=C3C(C12)COC(=O)N[C@H](C(=O)O)CC1=CC2=CC=CC=C2C=C1